6-(6-(4,4-difluoropiperidine-1-carbonyl)naphthalen-1-yl)quinoline 1-oxide FC1(CCN(CC1)C(=O)C=1C=C2C=CC=C(C2=CC1)C=1C=C2C=CC=[N+](C2=CC1)[O-])F